4-((R)-4-propenoyl-3-methylpiperazin-1-yl)-7-(2-amino-7-fluorobenzo[d]thiazol-4-yl)-6-chloro-8-fluoro-2-(((3R,4R)-4-methoxy-1-methylpyrrolidin-3-yl)oxy)quinoline-3-carbonitrile C(C=C)(=O)N1[C@@H](CN(CC1)C1=C(C(=NC2=C(C(=C(C=C12)Cl)C1=CC=C(C2=C1N=C(S2)N)F)F)O[C@@H]2CN(C[C@H]2OC)C)C#N)C